4-((1-(4-(1-(1-((2-chloro-4-(trifluoromethyl)phenyl)carbamoyl)cyclobutyl)-1H-pyrazole-4-yl)phenyl)piperidin-4-yl)methyl)piperazine-1-carboxylic acid tert-butyl ester C(C)(C)(C)OC(=O)N1CCN(CC1)CC1CCN(CC1)C1=CC=C(C=C1)C=1C=NN(C1)C1(CCC1)C(NC1=C(C=C(C=C1)C(F)(F)F)Cl)=O